CC1=CC(=NN1C1C(COCC1)C)O 5-methyl-1-(3-methyltetrahydro-2H-pyran-4-yl)-1H-pyrazol-3-ol